[S].[Li] lithium sulfur salt